4-[(5-chloro-2-pyridyl)sulfanyl]-6-[1-[(3S)-3-piperidyl]pyrazol-4-yl]pyrazolo[1,5-a]pyridine-3-carbonitrile ClC=1C=CC(=NC1)SC=1C=2N(C=C(C1)C=1C=NN(C1)[C@@H]1CNCCC1)N=CC2C#N